C(C)(C)(C)OC(NC[C@H]1C[C@H]([C@@H]2OC(O[C@@H]21)(C)C)N2C=C1C(CCNC=3C1=C2N=CN3)C)=O tert-Butyl-(((3aR,4R,6R,6aS)-2,2-dimethyl-6-(9-methyl-6,7,8,9-tetrahydro-2H-2,3,5,6-tetraazabenzo[cd]azulen-2-yl)tetrahydro-4H-cyclopenta[d][1,3]dioxol-4-yl)methyl)carbamate